6-(2,6-dimethylpyridin-3-yl)-5-(3-fluoro-4-((4-methylpyrimidin-2-yl)oxy)phenyl)-7-methyl-7H-pyrrolo[2,3-d]pyrimidin-4-amine CC1=NC(=CC=C1C1=C(C2=C(N=CN=C2N)N1C)C1=CC(=C(C=C1)OC1=NC=CC(=N1)C)F)C